hydroxydiphenylethane OC(C)(C1=CC=CC=C1)C1=CC=CC=C1